The molecule is a steroid glucosiduronic acid obtained by formal condensation of the carboxy group of hyocholic acid with the anomeric hydroxy group of beta-D-glucuronic acid. It has a role as a human urinary metabolite. It is an O-acyl carbohydrate, a beta-D-glucosiduronic acid and a steroid glucosiduronic acid. It derives from a hyocholic acid. It is a conjugate acid of a hyocholic acid 24-O-(beta-D-glucuronide)(1-). C[C@H](CCC(=O)O[C@H]1[C@@H]([C@H]([C@@H]([C@H](O1)C(=O)O)O)O)O)[C@H]2CC[C@@H]3[C@@]2(CC[C@H]4[C@H]3[C@@H]([C@@H]([C@H]5[C@@]4(CC[C@H](C5)O)C)O)O)C